rac-2-amino-1-(2-methylcyclobutyl)ethanone hydrochloride rac-ethyl-5-(2-methylcyclobutyl)-1,3-oxazole-4-carboxylate C(C)OC(=O)C=1N=COC1C1C(CC1)C.Cl.NCC(=O)C1C(CC1)C